N-epsilone-2-hexyldecyloxycarbonyl-L-lysine CC(CCCC)N([C@@H](CCCCN)C(=O)O)C(=O)OCCCCCCCCCC